O=C1N(C(C2=CC=CC=C12)=O)CC(=O)O\N=C(/N)\C=1N(C2=CC=CC(=C2C1)N[C@H]1[C@H](CN(CC1)C(=O)OC(C)(C)C)F)CC(F)(F)F |r| Racemic-tert-butyl (3S,4R)-4-[[2-[(Z)-N'-[2-(1,3-dioxoisoindolin-2-yl)acetyl] oxycarbamimidoyl]-1-(2,2,2-trifluoroethyl)indol-4-yl]amino]-3-fluoro-piperidine-1-carboxylate